FC1=C(CC2=C3N(C=C(N2)C2=CC=CC=C2)C(C(=N3)CC=3OC(=C(C3)C)CC)=O)C=CC=C1F 8-(2,3-Difluorobenzyl)-2-((5-ethyl-4-methylfuran-2-yl)methyl)-6-phenylimidazo[1,2-a]pyrazin-3(7H)-on